FC([C@H]1NCCC2=C1C=C(S2)[S@](=O)(N)=NC(NC2=C1C(=CC=3CCCC23)CC1)=O)F |o1:11| (S or R,4S)-4-(difluoromethyl)-N'-((2,4,5,6-tetrahydro-1H-cyclobuta[f]inden-3-yl)carbamoyl)-4,5,6,7-tetrahydrothieno[3,2-c]pyridine-2-sulfonimidamide